4-methyloxan-4-ylacetate CC1(CCOCC1)CC(=O)[O-]